2-(4-fluorophenyl)-3-(2-(trifluoromethyl)pyridin-4-yl)-4,5,6,7-tetrahydropyrazolo[1,5-a]pyrazine FC1=CC=C(C=C1)C1=NN2C(CNCC2)=C1C1=CC(=NC=C1)C(F)(F)F